NC=1C=C(C=CC1)S(F)(F)(F)(F)F (3-aminophenyl)sulfur pentafluoride